COC(=O)C1N(C(CC1)=O)C(=O)OC(C)(C)C 5-oxopyrrolidine-1,2-dicarboxylic acid 1-tert-butyl ester 2-methyl ester